3-(6-phenyl-3-pyridyl)-2-azabicyclo[2.2.2]octane C1(=CC=CC=C1)C1=CC=C(C=N1)C1NC2CCC1CC2